Decahydroxystearat OC(C(C(C(C(C(=O)[O-])(O)O)(O)O)(O)O)(O)O)(CCCCCCCCCCCC)O